FC(C1=CC(=NC(=C1)C(F)(F)F)N1[C@@H]([C@@H](CC1)O[Si](C)(C)C(C)(C)C)C(=O)NC1=CC(=C(C=C1)F)Cl)(F)F (2S,3R)-1-(4,6-bis(trifluoromethyl)pyridin-2-yl)-3-((tert-butyldimethylsilyl)oxy)-N-(3-chloro-4-fluorophenyl)pyrrolidine-2-carboxamide